7-(1-(5-(1,1,1-trifluoro-3-morpholinopropan-2-yl)pyridin-2-yl)-1H-pyrazol-4-yl)-3H-imidazo[4,5-b]pyridine FC(C(CN1CCOCC1)C=1C=CC(=NC1)N1N=CC(=C1)C1=C2C(=NC=C1)NC=N2)(F)F